5-oxo-4H-pyrazolo[1,5-a]pyrimidine-3-carboxylic acid ethyl ester C(C)OC(=O)C=1C=NN2C1NC(C=C2)=O